C(C1=CC=CC=C1)OC(=O)N1CC2=NC(=CC=C2C1)N1CCOCC1 2-morpholino-5,7-dihydropyrrolo[3,4-b]pyridine-6-carboxylic acid benzyl ester